CO[Si](CCCCCCCCN1N=NN=C1NC1=NN=NN1)(OC)OC 1-[8-(trimethoxysilyl)octyl]-5,5'-iminobis(1,2,3,4-tetrazole)